FC1=CC=C(C(=C1C=O)OC)C(C(C)C)OC 6-Fluoro-2-methoxy-3-(1-methoxy-2-methylpropyl)benzaldehyde